BrC=1C=CC(=C(C1)NC1=NN=NN1C)[N+](=O)[O-] N-(5-bromo-2-nitrophenyl)-1-methyl-1H-tetrazol-5-amine